C(C)C1(CCCCC1)C(=O)O ethylcyclohexylformic acid